chloride Rubidium [Rb+].[Cl-]